C1=C(C=CC2=CC=CC=C12)\C(\C)=N\NC(=O)C1CCCCC1 (E)-N'-(1-(naphthalen-2-yl)ethylidene)cyclohexanecarbohydrazide